(S)-3-(2-(3-(3-cyanophenyl)azetidin-1-yl)-2-oxoethyl)pyrrolidine-1-carbonitrile C(#N)C=1C=C(C=CC1)C1CN(C1)C(C[C@H]1CN(CC1)C#N)=O